9-(3-fluorobiphenyl-4-yl)-3,4-dihydropyrido[2,1-c][1,2,4]thiadiazine 2,2-dioxide FC=1C=C(C=CC1C1=CC=CN2C1=NS(CC2)(=O)=O)C2=CC=CC=C2